4-acetoxy-3,5-di-tert-butyl-anisole C(C)(=O)OC1=C(C=C(C=C1C(C)(C)C)OC)C(C)(C)C